N1=CC(=CC=C1)\C=C/C=1C=NC=CC1.[Zn].[Zn] di-zinc (cis)-1,2-bis(3-pyridyl)-ethylene